N1=CC=C(C=C1)C1=CNC2=NC=C(C=C21)C=2C=C(C=O)C=CC2 3-(3-(pyridin-4-yl)-1H-pyrrolo[2,3-b]pyridin-5-yl)benzaldehyde